C[C@@H]1C[C@H](N(C1)C(=O)OC(C)(C)C)CCCOS(=O)(=O)C1=CC=C(C)C=C1 Tert-butyl (2R,4R)-4-methyl-2-(3-(tosyloxy)propyl)pyrrolidine-1-carboxylate